NC=1C=CC(=C(C1)NC1=NC=C(C(=N1)NC=1C(=C2N=CC=NC2=CC1)P(C)C)Br)OC (6-((2-((5-amino-2-methoxyphenyl)amino)-5-bromopyrimidin-4-yl)amino)quinoxalin-5-yl)dimethylphosphine